FC=1C(=C(C=CC1F)C1C(SC(C1)(C(F)(F)F)C)C(=O)NC=1C=CC=2N(C1)N=NN2)OC 3-(3,4-difluoro-2-methoxyphenyl)-5-methyl-N-(tetrazolo[1,5-a]pyridin-6-yl)-5-(trifluoromethyl)tetrahydrothiophene-2-carboxamide